C(C)S(=O)(=O)C=1C=C(C=NC1C1=NC2=C(N=NC(=C2)C(F)(F)F)N1C)OC(C#N)(C)C 2-[[5-ethylsulfonyl-6-[7-methyl-3-(trifluoromethyl)imidazo[4,5-c]pyridazin-6-yl]-3-pyridyl]oxy]-2-methyl-propanenitrile